N-(3-amino-6-((4-fluorobenzyl)oxy)-5-fluoropyridin-2-yl)benzamide NC=1C(=NC(=C(C1)F)OCC1=CC=C(C=C1)F)NC(C1=CC=CC=C1)=O